tertbutyl (3-amino-5-methoxyphenethyl)carbamate NC=1C=C(CCNC(OC(C)(C)C)=O)C=C(C1)OC